Cl.ClC1=C2C(=CC=NC2=CC=C1N1CCOCC1)C(=O)OCC ethyl 5-chloro-6-morpholinoquinoline-4-carboxylate hydrochloride